C(OC1=C2C(=CNC2=CC=C1)CCN(C)C)(OCCC[Si](C)(C)C)=O 3-(2-(dimethylamino)ethyl)-1H-indol-4-yl (3-(trimethylsilyl)propyl) carbonate